dipropylenglycol e-methyl ether COC(C)COC(C)CO